ClC1=C2C(=NC=C1OC=1C=NN3C1C=NC=C3)N=C(N2C)NC2=CC(=CC(=C2)C(F)(F)F)CN2C[C@H](CC2)OC (S)-7-chloro-N-(3-((3-methoxypyrrolidin-1-yl)methyl)-5-(trifluoromethyl)phenyl)-1-methyl-6-(pyrazolo[1,5-a]pyrazin-3-yloxy)-1H-imidazo[4,5-b]pyridin-2-amine